FC=1C=C(C=NC1OC)N(C(=O)C1=C(N(C(=C1)C=1C=C2CCNCC2=CC1C(=O)N1CC2=CC=CC=C2C[C@H]1C)C)C)C1=CC=CC=C1 N-(5-fluoro-6-methoxy-3-pyridyl)-1,2-dimethyl-5-[7-[(3R)-3-methyl-3,4-dihydro-1H-isoquinoline-2-carbonyl]-1,2,3,4-tetrahydroisoquinolin-6-yl]-N-phenyl-pyrrole-3-carboxamide